5-(5-(3-(1H-1,2,3-triazol-4-yl)azetidin-1-yl)-1,3,4-oxadiazol-2-yl)-N-(3,5-dichlorophenethyl)pyrimidin-2-amine N1N=NC(=C1)C1CN(C1)C1=NN=C(O1)C=1C=NC(=NC1)NCCC1=CC(=CC(=C1)Cl)Cl